C1N(CC12CCNCC2)C2=C(C#N)C=CC=C2 2-(2,7-Diazaspiro[3.5]nonan-2-yl)benzonitrile